C(OCN1C(C(CCC1=O)N1C(C2=CC=C(C=C2C1)CNC(NC1=CC(=C(C=C1)C)Cl)=O)=O)=O)(OCC(C)(SSC1=NC=C(C=C1)[N+](=O)[O-])C)=O [3-[5-([[(3-chloro-4-methylphenyl)carbamoyl]amino]methyl)-1-oxo-3H-isoindol-2-yl]-2,6-dioxopiperidin-1-yl]methyl 2-methyl-2-[(5-nitropyridin-2-yl)disulfanyl]propyl carbonate